(5-chloro-2,4-difluoro-phenyl)-N-methyl-2,3-dihydro-1H-pyrrolo[3,2-c]pyridine-2-carboxamide ClC=1C(=CC(=C(C1)N1C(CC=2C=NC=CC21)C(=O)NC)F)F